C(C)OC(CN(C)C)OCC N,N-Dimethylaminoacetaldehyde diethyl acetal